cis-1-(2-([1,2,4]triazolo[4,3-a]pyrimidin-6-yl)thieno[2,3-d]pyrimidin-6-yl)-3-(trifluoromethyl)cyclobutanol N=1N=CN2C1N=CC(=C2)C=2N=CC1=C(N2)SC(=C1)C1(CC(C1)C(F)(F)F)O